5-bromo-7-methylpyrrolo[2,3-d]pyrimidin-4-amine BrC1=CN(C=2N=CN=C(C21)N)C